2-[(E)-1-(2-Hydroxyphenyl)but-1-enyl]-5-propan-2-ylphenol OC1=C(C=CC=C1)/C(=C\CC)/C1=C(C=C(C=C1)C(C)C)O